CC1=CC(=NN1)NC1=NC(=NC2=CC(=CC=C12)C=1C=NN(C1)C)NC1CC2CCC(C1)N2CCC#N 3-((3-Exo)-3-((4-((5-methyl-1H-pyrazol-3-yl)amino)-7-(1-methyl-1H-pyrazol-4-yl)quinazolin-2-yl)amino)-8-azabicyclo[3.2.1]oct-8-yl)propionitrile